(R)-2-(2-hydroxy-4-trifluoromethylphenyl)-1,7-dimethyl-8-((1-methylpiperidin-3-yl)amino)-1,7-dihydro-6H-purin-6-one OC1=C(C=CC(=C1)C(F)(F)F)C=1N(C(C=2N(C(=NC2N1)N[C@H]1CN(CCC1)C)C)=O)C